OCC=1C=C(C(=C(C1)C=O)O)C=O 5-hydroxymethyl-2-hydroxybenzene-1,3-dicarboxaldehyde